FC=1C=C(C(=NC1)NC)C(C)=O 1-(5-Fluoro-2-(methylamino)pyridin-3-yl)ethane-1-one